5-(4-((1-(2-(4-(4-chloro-1,2-bis(4-hydroxyphenyl)but-1-en-1-yl)phenoxy)ethyl)piperidin-4-yl)methyl)-3,5-dimethylpiperazin-1-yl)-2-(2,6-dioxopiperidin-3-yl)isoindoline-1,3-dione ClCCC(=C(C1=CC=C(C=C1)O)C1=CC=C(OCCN2CCC(CC2)CN2C(CN(CC2C)C=2C=C3C(N(C(C3=CC2)=O)C2C(NC(CC2)=O)=O)=O)C)C=C1)C1=CC=C(C=C1)O